NC1=NC(=C(C=2N1C(N(N2)CC=2N=COC2C)=O)C2=CC=NC(=C2)C(=O)OC)C2=CC=CC=C2 methyl 4-(5-amino-2-((5-methyl oxazol-4-yl) methyl)-3-oxo-7-phenyl-2,3-dihydro-[1,2,4]triazolo[4,3-c]pyrimidin-8-yl)-6-picolinate